C(C1=CC=CC=C1)OC1=CC=CC=2C3NC(N(C(OC21)(C3)C)C=3C=C(C(=O)NC2CC1=CC=CC=C1C2)C=CC3)=O 3-(10-(benzyloxy)-2-methyl-4-oxo-5,6-dihydro-2H-2,6-methanobenzo[g][1,3,5]oxadiazocin-3(4H)-yl)-N-(2,3-dihydro-1H-inden-2-yl)benzamide